2-[2-[[5-(trifluoromethyl)-3-pyridyl]sulfonyl]-2,6-diazaspiro[3.3]heptane-6-carbonyl]-7-oxa-2,5-diazaspiro[3.4]octan-6-one FC(C=1C=C(C=NC1)S(=O)(=O)N1CC2(C1)CN(C2)C(=O)N2CC1(C2)NC(OC1)=O)(F)F